(R)-4-(5-(5-chloro-1-methyl-2-oxo-1,2-dihydropyridin-3-yl)-6-(4-chlorophenyl)-2-(2,4-dimethoxypyrimidin-5-yl)-4-oxo-5,6-dihydropyrrolo[3,4-d]imidazol-1(4H)-yl)butanoic acid ClC=1C=C(C(N(C1)C)=O)N1[C@@H](C=2N(C(=NC2C1=O)C=1C(=NC(=NC1)OC)OC)CCCC(=O)O)C1=CC=C(C=C1)Cl